isochromeno[6,5,4-def]isochromene-1,3,6,8-tetraone C1(OC(C=2C=CC3=C4C2C1=CC=C4C(OC3=O)=O)=O)=O